FC=1C=CC(=C(C(=O)N2[C@@H](COCC2)C)C1)C=1C=2N(C=C(C1)C1CN(C1)CC1CCN(CC1)C=1C=NC=NC1)C(=NC2F)C (3R)-4-{5-fluoro-2-[1-fluoro-3-methyl-6-(1-{[1-(pyrimidin-5-yl)piperidin-4-yl]methyl}azetidin-3-yl)imidazo[1,5-a]pyridin-8-yl]benzoyl}-3-methylmorpholine